NC1=C(C=C(C=C1O)C(=O)OC)B(O)O (2-amino-3-hydroxy-5-(methoxycarbonyl)phenyl)boronic acid